FC(C)(F)C=1C=C(C=CC1)C1(CC2(CN(C2)C(=O)OC(C)(C)C)CC1)O tert-Butyl 6-(3-(1,1-difluoroethyl)phenyl)-6-hydroxy-2-azaspiro[3.4]octane-2-carboxylate